C(C)(C)C1=NN(C=N1)C=1C=C(N=NC1)C(=O)OCC ethyl 5-(3-isopropyl-1,2,4-triazol-1-yl)pyridazine-3-carboxylate